C1(=CC=CC=C1)C1=NC2=C3N=C(C=CC3=CC=C2C=C1)C1=CC(=CC=C1)C=1C=CC=2C(C3=CC=CC=C3C2C1)(C=1C=NC=CC1)C1=CC=CC=C1 2-phenyl-9-(3-(9-phenyl-9-(pyridin-3-yl)-9H-fluoren-3-yl)phenyl)-1,10-phenanthroline